N4-(4-diethylamino-benzyl)-cyclohexane-1,4-diamine C(C)N(C1=CC=C(CNC2CCC(CC2)N)C=C1)CC